tert-butyl (R)-3-(hydroxymethyl)-4-methylpiperazine-1-carboxylate OC[C@H]1CN(CCN1C)C(=O)OC(C)(C)C